Ethyl-triphenyl-phosphonium iodine [I+].C(C)[P+](C1=CC=CC=C1)(C1=CC=CC=C1)C1=CC=CC=C1